tert-butyl N-[(5-bromo-3-chloro-2-hydroxyphenyl)(2H2)methyl]-N-[2-hydroxy(1,1,2,2-2H4)ethyl]carbamate BrC=1C=C(C(=C(C1)C(N(C(OC(C)(C)C)=O)C(C([2H])([2H])O)([2H])[2H])([2H])[2H])O)Cl